5-nitro-1,3-phenylenedimethanol [N+](=O)([O-])C=1C=C(C=C(C1)CO)CO